benzyl ((2S,3R,4R)-1-acetyl-6-((2-((tert-butyldimethylsilyl) oxy)ethyl)carbamoyl)-2,3-dimethyl-1,2,3,4-tetrahydroquinolin-4-yl)carbamate C(C)(=O)N1[C@H]([C@@H]([C@H](C2=CC(=CC=C12)C(NCCO[Si](C)(C)C(C)(C)C)=O)NC(OCC1=CC=CC=C1)=O)C)C